O1CCN(CC1)C1=CC=CC(=N1)N1CC(C1)NC(C=C)=O N-(1-(6-morpholinopyridin-2-yl)azetidin-3-yl)acrylamide